N-(5-(1,5-dimethyl-1H-pyrazol-3-yl)-4-((4-isopropoxy-6-(methylsulfonyl)pyridin-2-yl)amino)pyridin-2-yl)acetamide CN1N=C(C=C1C)C=1C(=CC(=NC1)NC(C)=O)NC1=NC(=CC(=C1)OC(C)C)S(=O)(=O)C